tert-butyl 3-(4-(4-bromo-2-methylbenzamido)phenyl)azetidine-1-carboxylate BrC1=CC(=C(C(=O)NC2=CC=C(C=C2)C2CN(C2)C(=O)OC(C)(C)C)C=C1)C